(3aR,6aS)-5-oxo-hexahydrocyclopenta[c]pyrrole-2(1H)-carboxylate O=C1C[C@@H]2[C@@H](CN(C2)C(=O)[O-])C1